(4R,5R,E)-3-(4-chlorophenyl)-5-methyl-4-phenyl-N-((4-(trifluoromethyl)phenyl)sulfonyl)-4,5-dihydro-1H-pyrazole-1-carboxamide chloride [Cl-].ClC1=CC=C(C=C1)C1=NN([C@@H]([C@H]1C1=CC=CC=C1)C)C(=O)NS(=O)(=O)C1=CC=C(C=C1)C(F)(F)F